1,3,5-tris-(4-formylphenyl)triazine C1C(=CN(NN1C2=CC=C(C=C2)C=O)C3=CC=C(C=C3)C=O)C4=CC=C(C=C4)C=O